butyl 4-(6-bromo-1-oxo-3H-isoindol-2-yl)-4-carbamoylbutanoate BrC1=CC=C2CN(C(C2=C1)=O)C(CCC(=O)OCCCC)C(N)=O